C(C=C)SC(=O)N1N(C(C(=C1N)C1=C(C=CC=C1)C)=O)C(C)C 5-amino-2-iso-propyl-3-oxo-4-ortho-tolyl-2,3-dihydro-pyrazole-1-carbothioic acid S-allyl ester